CN1C(=C(C2=C1N=CN=C2N)C2=CC=C(C=C2)OC2=CC=CC=C2)C#CC2CCNCC2 7-methyl-5-(4-phenoxyphenyl)-6-(piperidin-4-ylethynyl)-7H-pyrrolo[2,3-d]pyrimidin-4-amine